FC=1C=2N(C=C(C1)C=1N=C3N(C(C1)=O)C=C(S3)N3CCNC1(CC1)C3)C=C(N2)C 7-(8-fluoro-2-methylimidazo[1,2-a]pyridin-6-yl)-2-(4,7-diazaspiro[2.5]octan-7-yl)-5H-thiazolo[3,2-a]pyrimidin-5-one